NC1=C(C(=O)O)C=CC(=N1)C 2-amino-6-methylnicotinic acid